C(C)(C)OC=1C(=CC=2C(N1)=NN(C2)CC2COCC2)C(=O)O 6-isopropoxy-2-((tetrahydrofuran-3-yl)methyl)-2H-pyrazolo[3,4-b]Pyridine-5-carboxylic acid